CC(CC(=O)O)C 3-methyl-butanoic acid